1-[6-chloro-2-(3-ethoxy-5-methyl-pyrazol-1-yl)-3-pyridyl]ethanone ClC1=CC=C(C(=N1)N1N=C(C=C1C)OCC)C(C)=O